3-(5-(((1S,2S)-2-(3,3-dimethylpiperidin-1-yl)cyclopentyl)oxy)-1-oxoisoindolin-2-yl)piperidine-2,6-dione CC1(CN(CCC1)[C@@H]1[C@H](CCC1)OC=1C=C2CN(C(C2=CC1)=O)C1C(NC(CC1)=O)=O)C